C1(CC1)CC(\C=C/C(=O)OC)=O methyl (2Z)-5-cyclopropyl-4-oxopent-2-enoate